C(CCC)N1N=C(C(=C1CC(C)C)O)C(C)C 1-n-butyl-5-isobutyl-4-hydroxy-3-isopropylpyrazole